ClC1=CC=C(C=C1)C1=NC(=NC(=C1)N1CCC(CC1)N1CCCC1)C=1C=NC=CC1 4-(4-chlorophenyl)-2-(pyridin-3-yl)-6-(4-(pyrrolidin-1-yl)piperidin-1-yl)pyrimidine